OC1=C(C=O)C=CC(=C1)OCCCO 2-hydroxy-4-(3-hydroxypropoxy)benzaldehyde